C1(=CC=CC=C1)COCCCCCCCO 7-(phenylmethoxy)-1-heptanol